(6-oxa-1-azaspiro[3.4]oct-1-yl)methanone N1(CCC12COCC2)C=O